IOS(=O)(=O)C(F)(F)F.[I+] iodine(I) triflyl hypoiodite